CC1(OB(OC1(C)C)C1=CCCN(C1)C(=O)OC(C)(C)C)C tertbutyl 5-(4,4,5,5-tetramethyl-1,3,2-dioxaborolan-2-yl)-3,6-dihydropyridine-1(2H)-carboxylate